3-Isopropoxy-N-(2-methyl-4-(6-(1-methyl-1H-pyrazol-4-yl)-5H-pyrrolo[3,2-d]pyrimidin-4-yl)benzyl)azetidin-1-carboxamid C(C)(C)OC1CN(C1)C(=O)NCC1=C(C=C(C=C1)C=1C2=C(N=CN1)C=C(N2)C=2C=NN(C2)C)C